3-((4-(1-Isopropyl-1H-pyrazol-4-yl)pyridin-2-yl)((4-(4-methoxy-3-methylphenyl)bicyclo[2.2.2]octan-1-yl)methyl)carbamoyl)cyclohexanecarboxylic acid C(C)(C)N1N=CC(=C1)C1=CC(=NC=C1)N(C(=O)C1CC(CCC1)C(=O)O)CC12CCC(CC1)(CC2)C2=CC(=C(C=C2)OC)C